C(C)(C)NCCCO N-isopropyl-(3-hydroxypropyl)amine